2-(2-phenylamino-phenyl)acetic acid C1(=CC=CC=C1)NC1=C(C=CC=C1)CC(=O)O